BrC1=NNC(=C1)C(=O)O 3-bromo-1H-pyrazole-5-carboxylic acid